COC1=C(C=C(C=C1)C=1N=NC(=CC1)N1CCCC1)C(C(=O)N)CCC (2-methoxy-5-(6-(pyrrolidin-1-yl)pyridazin-3-yl)phenyl)pentanamide